F.C(C)N(CC)CC triethylamine-hydrofluoric acid salt